cobalt carbon [C].[Co]